N-[(1R)-1-(4-Fluorophenyl)-3-hydroxypropyl]-6-(5-methylquinolin-3-yl)-4-oxo-4,5-dihydropyrazolo[1,5-a]pyrazine-2-carboxamide FC1=CC=C(C=C1)[C@@H](CCO)NC(=O)C1=NN2C(C(NC(=C2)C=2C=NC3=CC=CC(=C3C2)C)=O)=C1